CN1C(N(C2=NC(=CC=C21)C#N)C=2C=NC(=CC2)N[C@@H]2C[C@H](CC2)NC=2N=NC(=CN2)C)=O 1-Methyl-3-(6-(((1S,3S)-3-((6-methyl-1,2,4-triazin-3-yl)amino)cyclopentyl)amino)pyridin-3-yl)-2-oxo-2,3-dihydro-1H-imidazo[4,5-b]pyridine-5-carbonitrile